tert-butyl (S)-(1-(2-morpholino-6-nitrothiazolo[4,5-b]pyridin-5-yl)pyrrolidin-3-yl)carbamate O1CCN(CC1)C=1SC=2C(=NC(=C(C2)[N+](=O)[O-])N2C[C@H](CC2)NC(OC(C)(C)C)=O)N1